8-isopropyl-N-(3-methoxy-4-(2-methylpyridin-4-yl)phenyl)-5-(2,2,2-trifluoroethoxy)-[1,2,4]triazolo[1,5-a]pyridin-2-amine C(C)(C)C=1C=2N(C(=CC1)OCC(F)(F)F)N=C(N2)NC2=CC(=C(C=C2)C2=CC(=NC=C2)C)OC